[Cl-].[Cl-].C1(C=CC=2CCCCC12)[Zr+2]C1C=CC=2CCCCC12 bis(4,5,6,7-tetrahydro-1-indenyl)zirconium dichloride